3-tert-butyl-1-(quinolin-3-yl)imidazo[1,5-a]pyrazin-8-amine C(C)(C)(C)C1=NC(=C2N1C=CN=C2N)C=2C=NC1=CC=CC=C1C2